5-Cyano-2-((6-methoxy-2-methyl-1,2,3,4-tetrahydroisoquinolin-7-yl)amino)pyrimidin C(#N)C=1C=NC(=NC1)NC1=C(C=C2CCN(CC2=C1)C)OC